ClC1=CC2=C(C(=N1)C(C)F)N=C(N2C(=O)OC(C)(C)C)CC(=O)OCC tert-Butyl 6-chloro-2-(2-ethoxy-2-oxoethyl)-4-(1-fluoroethyl)-1H-imidazo[4,5-c]pyridine-1-carboxylate